1-[(2,3-dichlorophenyl)methyl]-N-[4-methyl-5-oxo-2-(trifluoromethyl)-7,8-dihydro-6H-pyrazolo[1,5-a][1,3]diazepin-6-yl]-1,2,4-triazole-3-carboxamide ClC1=C(C=CC=C1Cl)CN1N=C(N=C1)C(=O)NC1C(N(C=2N(CC1)N=C(C2)C(F)(F)F)C)=O